C(C)N([C@@H]1[C@H](CC[C@@H](C1)C1=CC(=CC=C1)C(F)(F)F)OC1=CC=C(C(=N1)C)S(=O)(=O)NC1=NC=NC=C1)CC 6-(((1S,2S,4S)-2-(Diethylamino)-4-(3-(trifluoro-methyl)-phenyl)cyclohexyl)-oxy)-2-methyl-N-(pyrimidin-4-yl)pyridine-3-sulfonamide